2-(benzofuran-5-yl)-N-methoxy-N-methylacetamide O1C=CC2=C1C=CC(=C2)CC(=O)N(C)OC